(3R)-4-amino-7-fluoro-3-methyl-N-(thiazol-4-ylmethyl)-N-(5-(trifluoromethyl)-2,3-dihydro-1H-inden-1-yl)-1,3-dihydrofuro[3,4-c]quinolin-8-carboxamide NC1=NC=2C=C(C(=CC2C2=C1[C@H](OC2)C)C(=O)N(C2CCC1=CC(=CC=C21)C(F)(F)F)CC=2N=CSC2)F